ClC1=C(C=CC=C1)C1C(OC1)(C1=C(C=C(C=C1)F)F)CN1N=CN=C1S 1-{[3-(2-chlorophenyl)-2-(2,4-difluorophenyl)oxetan-2-yl]methyl}-1H-1,2,4-triazol-5-ylsulfan